N1N=CC(=C1)C1=NNC2=CC(=CC=C12)NC=1C=C(C=CC1)NC(C1=CC(=CC=C1)F)=O N-(3-((3-(1H-pyrazol-4-yl)-1H-indazol-6-yl)amino)phenyl)-3-fluorobenzamide